C(C)(C)(C)C1(C(CCC(C1)CCB1OC(C(O1)(C)C)(C)C)CN(C)C)C(=O)N (tert-butyl)-2-[(dimethylamino)methyl]-5-(2-(4,4,5,5-tetramethyl-1,3,2-dioxaborolan-2-yl)ethyl)cyclohexane-1-carboxamide